C(C=C)C1CN(CCC1)C=1C2=C(N=C(N1)OC[C@]13CCCN3C[C@@H](C1)F)C(=C(N=C2)C2=C(C(=CC(=C2)OCOC)Cl)CCCCC=C)F 4-(3-allylpiperidin-1-yl)-7-(3-chloro-2-(hex-5-en-1-yl)-5-(methoxymethoxy)phenyl)-8-fluoro-2-(((2R,7aS)-2-fluorotetrahydro-1H-pyrrolizin-7a(5H)-yl)methoxy)pyrido[4,3-d]pyrimidine